C(C)(C)(C)OC(=O)N1C[C@H](CCC1)NC1=NC(=NC=C1C(=O)O)NCCC (S)-4-((1-(tert-Butoxycarbonyl)piperidin-3-yl)amino)-2-(propylamino)pyrimidine-5-carboxylic acid